4-(5-(1-cyano-3-fluoropiperidin-3-yl)-1,3,4-oxadiazol-2-yl)picolinenitrile C(#N)N1CC(CCC1)(F)C1=NN=C(O1)C1=CC(=NC=C1)C#N